(S)-6-(2-(tert-butylamino)-1-hydroxyethyl)picolinonitrile C(C)(C)(C)NC[C@H](O)C1=CC=CC(=N1)C#N